2-hydroxypropane-1,2,3-tricarboxylic acid sodium [Na].OC(CC(=O)O)(CC(=O)O)C(=O)O